ClC1=CC(=C(COC2=CC=CC(=N2)[C@H]2[C@@H](CN(CC2)CC2=NC3=C(N2CCOC)C=C(C=C3)C(=O)O)O)C=C1)F {[(3S,4S)-4-{6-[(4-chloro-2-fluorobenzyl)oxy]pyridin-2-yl}-3-hydroxypiperidin-1-yl]methyl}-1-(2-methoxyethyl)-1H-benzimidazole-6-carboxylic acid